L-1-nitroso-2-naphthol N(=O)C1=C(C=CC2=CC=CC=C12)O